10-(2-ethylhexyl)phenothiazin C(C)C(CN1C2=CC=CC=C2SC=2C=CC=CC12)CCCC